6-fluoro-2-[5-(imidazol-1-ylmethyl)pyridin-3-yl]-1-[2-(tert-butyldiphenylsilyloxy)ethyl]benzimidazole FC=1C=CC2=C(N(C(=N2)C=2C=NC=C(C2)CN2C=NC=C2)CCO[Si](C2=CC=CC=C2)(C2=CC=CC=C2)C(C)(C)C)C1